(methylsulfonyloxyimino)-1-cyclopentenylacetone CS(=O)(=O)ON=CC(CC1=CCCC1)=O